(16R)-12-(2,6-Dimethylphenyl)-18-{spiro[3.4]octan-2-yl}-15-oxa-8λ6-thia-1,9,11,18,22-pentaazatetracyclo[14.4.1.13,7.110,14]tricosa-3(23),4,6,10(22),11,13-hexaene-2,8,8-trione CC1=C(C(=CC=C1)C)C1=NC=2NS(C3=CC=CC(C(N4CCN(C[C@@H](OC(=C1)N2)C4)C4CC2(C4)CCCC2)=O)=C3)(=O)=O